2-methyl-benzenesulfonic acid CC1=C(C=CC=C1)S(=O)(=O)O